2-(3-(1,1-difluoroethyl)phenyl)-4,4,5,5-tetramethyl-1,3,2-dioxaborolane FC(C)(F)C=1C=C(C=CC1)B1OC(C(O1)(C)C)(C)C